C(CC)S(=O)(=O)O.NC(S)=[NH2+].[S+2] sulfur isothiouronium propanesulfonic acid